C(C)(C)C(CCC(C)(C)OC)SC1C(CC(CC1)(C)C)C(CCCC)=O 1-[2-(1-Isopropyl-4-methoxy-4-methyl-pentyl)sulfanyl-5,5-dimethyl-cyclohexyl]pentan-1-one